(5-bromo-6-(hydroxymethyl)pyridin-2-yl)carbamic acid tert-butyl ester C(C)(C)(C)OC(NC1=NC(=C(C=C1)Br)CO)=O